FC(C=1C2=CN(N=C2C=CC1B1OC(C(O1)(C)C)(C)C)C)F 4-(difluoromethyl)-2-methyl-5-(4,4,5,5-tetramethyl-1,3,2-dioxaborolan-2-yl)-2H-indazole